ClC=1C=C2C(OCCCC3=CC=CC=C3C=3C(=CC(=C(NS(C(C1O)=C2)(=O)=O)C3)F)F)=O 15-chloro-21,23-difluoro-16-hydroxy-11-oxa-18lambda6-thia-19-azatetracyclo[18.3.1.113,17.02,7]pentacosa-1(24),2,4,6,13,15,17(25),20,22-nonaene-12,18,18-trione